CC1=C(C2=C(N=N1)SC1=C2N=CN=C1NCC=1C=CC(=C(C(=O)NC(C)C)C1)F)C 5-[[(3,4-dimethylpyrimido[4',5':4,5]thieno[2,3-c]pyridazin-8-yl)amino]methyl]-2-fluoro-N-isopropyl-benzamide